C(CCCCCCCCCCC)SC(=S)SC(C(=O)O)C 2-[(dodecylmercaptothiocarbonyl)thio]propanoic acid